(Cis-1-(1-ethoxyethyl)-3-methyl-6-azabicyclo[3.1.1]hept-6-yl)(pyridin-2-yl)methanone C(C)OC(C)C12CC(CC(N1C(=O)C1=NC=CC=C1)C2)C